C(C(=O)[O-])(=O)[O-].O[Sb+2] hydroxyantimony oxalate